4-((4-methoxy-5-(1-methyl-1H-benzo[d][1,2,3]triazol-6-yl)-7H-pyrrolo[2,3-d]pyrimidin-2-yl)amino)-1-methylcyclohexan-1-ol COC=1C2=C(N=C(N1)NC1CCC(CC1)(O)C)NC=C2C=2C=CC1=C(N(N=N1)C)C2